ClC1=NC=C(C=N1)CN1C(C=CC=C1)=NC(C(F)(F)F)=O N-[1-((2-chloropyrimidin-5-yl)methyl)pyridin-2(1H)-ylidene]-2,2,2-trifluoroacetamide